O[C@H]1[C@H](O)[C@H](O)[C@H](O)[C@H](O1)CO β-D-allopyranose